C1(=CC=CC=C1)C=1C=C(C2=CC=CC=C2C1)N1C(=CC2=CC=CC=C12)C1=CC=C(C=C1)C#N N-(3-phenylnaphthyl)-2-(4-cyanophenyl)-indole